2-fluoro-6-(4,4,5,5-tetramethyl-1,3,2-dioxaborolan-2-yl)pyridine FC1=NC(=CC=C1)B1OC(C(O1)(C)C)(C)C